BrC1=CC2=CN(N=C2C=C1OCCO[Si](C)(C)C(C)(C)C)C1CCC(CC1)CO [4-[5-bromo-6-[2-[tert-butyl(dimethyl)silyl]oxyethoxy]indazol-2-yl]cyclohexyl]methanol